2,2'-Bipyridyl-4,4'-dicarboxylic acid N1=C(C=C(C=C1)C(=O)O)C1=NC=CC(=C1)C(=O)O